3-(2,2-difluorobenzo[d][1,3]dioxol-5-yl)-1-(4-(6-(2-hydroxypropoxy)pyrimidine-4-carbonyl)piperazin-1-yl)prop-2-en-1-one FC1(OC2=C(O1)C=CC(=C2)C=CC(=O)N2CCN(CC2)C(=O)C2=NC=NC(=C2)OCC(C)O)F